OCC(C(=O)O)=CC 2-hydroxymethyl-but-2-enoic acid